N-Methyl-N-(1-oxo-9-octadecenyl)glycin CN(CC(=O)O)C(CCCCCCCC=CCCCCCCCC)=O